FC(COC1=C(C(C(C1(F)F)(F)F)(F)F)F)(C(F)F)F 1-(2,2,3,3-tetrafluoropropoxy)-2,3,3,4,4,5,5-heptafluorocyclopentene